1-((4-methoxyphenyl)sulfonamido)heptane-4-sulfonyl fluoride COC1=CC=C(C=C1)S(=O)(=O)NCCCC(CCC)S(=O)(=O)F